cis-(3R,4aS,9bS)-3-fluoro-7-(trifluoromethoxy)-1,2,3,4,4a,9b-hexahydrobenzofuro[3,2-b]pyridine F[C@@H]1C[C@H]2[C@@H](NC1)C1=C(O2)C=C(C=C1)OC(F)(F)F